2-methyl-1H-indol CC=1NC2=CC=CC=C2C1